5-(1-methylcyclopropoxy)-3-[2-[3-[[1-(4-piperidylmethyl)-4-piperidyl]methyl]azetidin-1-yl]-4-pyridyl]-1H-indazole CC1(CC1)OC=1C=C2C(=NNC2=CC1)C1=CC(=NC=C1)N1CC(C1)CC1CCN(CC1)CC1CCNCC1